3-[Bicyclo[2.2.2]octan-1-yl]-5-cyclopropyl-1,2-oxazole C12(CCC(CC1)CC2)C2=NOC(=C2)C2CC2